OCC1CCC(O1)O 5-(hydroxymethyl)tetrahydrofuran-2-ol